The molecule is a 14,15-EET in which the epoxy moiety has 14R,15S-configuration. It is a conjugate acid of a (14R,15S)-EET(1-). It is an enantiomer of a (14S,15R)-EET. CCCCC[C@H]1[C@H](O1)C/C=C\\C/C=C\\C/C=C\\CCCC(=O)O